(E)-3-(3,5-dimethyl-4-(3-morpholinopropoxy)phenyl)-1-(4-(methylthio)phenyl)prop-2-en-1-one tert-butyl-3-((5-benzylpyrimidin-2-yl)amino)azetidine-1-carboxylate C(C)(C)(C)OC(=O)N1CC(C1)NC1=NC=C(C=N1)CC1=CC=CC=C1.CC=1C=C(C=C(C1OCCCN1CCOCC1)C)/C=C/C(=O)C1=CC=C(C=C1)SC